2-amino-2-[6-[4-cyano-2-(5-cyclopropyl-2-methylpyrazol-3-yl)oxyphenyl]pyridin-3-yl]acetamide NC(C(=O)N)C=1C=NC(=CC1)C1=C(C=C(C=C1)C#N)OC=1N(N=C(C1)C1CC1)C